Methyl 6-isocyanohexanoate [N+](#[C-])CCCCCC(=O)OC